1-(4-bromophenyl)ethanone (R)-1-phenylethyl-(4-bromo-1-methyl-1H-1,2,3-triazol-5-yl)carbamate C1(=CC=CC=C1)[C@@H](C)N(C(O)=O)C1=C(N=NN1C)Br.BrC1=CC=C(C=C1)C(C)=O